tolyl-2,4,6-trimethylbenzoyl-lithium phosphate P(=O)(O)(O)O.C1(=C(C=CC=C1)C=1C(=C(C(=O)[Li])C(=CC1C)C)C)C